ClC=1C(=NC(=NC1)NC1=C(C=C(C=C1)N1CCC(CC1)N1CCN(CC1)C(=O)C1(CC1)C(=O)[O-])OC)NC1=C(C=CC=C1)P(=O)(C)C 1-(4-(1-(4-((5-chloro-4-((2-(dimethylphosphoryl)phenyl)amino)pyrimidin-2-yl)amino)-3-methoxyphenyl)piperidin-4-yl)piperazine-1-carbonyl)cyclopropane-1-carboxylate